FC(OC1=CC(=NN1)NC1=CN=C2C(=N1)N(N=N2)CC2CCOCC2)F N-(5-(difluoromethoxy)-1H-pyrazol-3-yl)-1-((tetrahydro-2H-pyran-4-yl)methyl)-1H-[1,2,3]triazolo[4,5-b]pyrazin-6-amine